[OH-].C(CCCCCCCCCCCCCCCCC)[N+](CCCS(=O)(=O)O)(C)C octadecyl-dimethyl-(3-sulfopropyl)ammonium hydroxide